C12(CC3CC(CC(C1)C3)C2)CC2CCN3C2=NC=2C=CC(=CC2C3=O)C 3-(adamantylmethyl)-7-methyl-2,3-dihydropyrrolo[2,1-b]quinazolin-9(1H)-one